O.O.P(=O)(O)([O-])[O-].[Na+].[Na+] di-sodium hydrogen phosphate, dihydrate